ClC1=C(C=CC(=C1)C(F)(F)F)NC(CN1C=2N(C(C(=C1CC)N1CCN(CC1)S(=O)(=O)C)=O)N=C(N2)C=2CCOCC2)=O N-(2-chloro-4-(trifluoromethyl)phenyl)-2-(2-(3,6-dihydro-2H-pyran-4-yl)-5-ethyl-6-(4-(methylsulfonyl)piperazin-1-yl)-7-oxo-[1,2,4]triazolo[1,5-a]pyrimidin-4(7H)-yl)acetamide